(S)-2-((2-(tert-butoxy)-2-oxoethoxy)methyl)pyrrolidine-1-carboxylic acid tert-butyl ester C(C)(C)(C)OC(=O)N1[C@@H](CCC1)COCC(=O)OC(C)(C)C